(phenyl)(indolothioxanthenyl)[(indolothioxanthenyl)pyridyl]phosphine oxide C1(=CC=CC=C1)P(C1=NC=CC=C1C1=C2C=3C(=CC=C2SC=2C=CC=CC12)N=C1C=CC=CC13)(C1=C3C=2C(=CC=C3SC=3C=CC=CC13)N=C1C=CC=CC12)=O